2-[7-(cis-3-hydroxy-3-methylcyclobutyl)-5-methoxy-7H-pyrrolo[2,3-c]pyridazin-3-yl]-3-methyl-5-(trifluoromethyl)phenol OC1(CC(C1)N1C=C(C2=C1N=NC(=C2)C2=C(C=C(C=C2C)C(F)(F)F)O)OC)C